ClC1=CC(=C(C=C1)N1N=CN=N1)I 2-(4-chloro-2-iodophenyl)tetrazole